COC(=O)C=1SC=C(C1C(=O)OC)N 4-aminothiophene-2,3-dicarboxylic acid dimethyl ester